ClC=1C(=NC(=NC1)N[C@H]1CN(CC1)CC1CCN(CC1)CC1CCNCC1)NC1=C(C=CC=C1)P(C)(C)=O (R)-(2-((5-chloro-2-((1-((1-(piperidin-4-ylmethyl)piperidin-4-yl)methyl)pyrrolidin-3-yl)amino)pyrimidin-4-yl)amino)phenyl)dimethylphosphine oxide